N-[(1S)-1-(dicyclopropylmethyl)-2-[[6-fluoro-5-(4-methyl-1-oxido-pyridin-1-ium-3-yl)-2-pyridyl]amino]-2-oxo-ethyl]-2-isopropyl-pyrazole-3-carboxamide C1(CC1)C([C@@H](C(=O)NC1=NC(=C(C=C1)C=1C=[N+](C=CC1C)[O-])F)NC(=O)C=1N(N=CC1)C(C)C)C1CC1